N-octylbenzene-1,2-diamine C(CCCCCCC)NC=1C(=CC=CC1)N